neopentanamine malonate C(CC(=O)O)(=O)O.C(C(C)(C)C)N